1-dodecyl-2-propylpyrrolidinium acetate C(C)(=O)[O-].C(CCCCCCCCCCC)[NH+]1C(CCC1)CCC